1-[2-chloro-4-(trifluoromethyl)phenyl]-4-[6-(1-methyl-1H-pyrrol-2-yl)pyridin-3-yl]-N-[2-(methylamino)ethyl]piperidine-4-carboxamide ClC1=C(C=CC(=C1)C(F)(F)F)N1CCC(CC1)(C(=O)NCCNC)C=1C=NC(=CC1)C=1N(C=CC1)C